N-(1-methyl-1H-pyrazol-4-yl)-4-[(1R,5S)-8-(1,2-oxazol-4-ylmethyl)-3,8-diazabicyclo[3.2.1]oct-3-yl]pyrimidin-2-amine CN1N=CC(=C1)NC1=NC=CC(=N1)N1C[C@H]2CC[C@@H](C1)N2CC=2C=NOC2